CC=1CC(C(CC1)C(=O)[O-])C(=O)[O-].[Zn+2] zinc 4-methyl-4-cyclohexene-1,2-diformate